CC=1C=CC2=C(NC(=N2)C(=O)N2[C@@H](C=3C=CC=NC3CC2)C)C1C (R)-(6,7-Dimethyl-1H-benzo[d]imidazol-2-yl)(5-methyl-7,8-dihydro-1,6-naphthyridin-6(5H)-yl)methanone